C(CCCCCCCCCCCCC)P(O)(O)=O n-tetradecyl-Phosphonic acid